5-Chloro-6-(1-(3-chloropyridin-2-yl)-3-methoxy-1H-pyrazol-5-carboxamido)-N-(cyclopropylmethyl)pyrazolo[1,5-a]pyridin-7-carboxamid ClC1=CC=2N(C(=C1NC(=O)C1=CC(=NN1C1=NC=CC=C1Cl)OC)C(=O)NCC1CC1)N=CC2